bis(thietanylthio)tin S1C(CC1)S[Sn]SC1SCC1